8-methoxy-5-methanesulfonyl-1,2,3,4-tetrahydropyrido[4,3-b]indole COC1=CC=2C3=C(N(C2C=C1)S(=O)(=O)C)CCNC3